4-(2,6-Difluorophenyl)-N-[(6S)-2,4-dimethyl-5-oxo-7,8-dihydro-6H-pyrazolo[1,5-a][1,3]diazepin-6-yl]-5,6-dihydroimidazo[1,2-b][1,2,4]triazol-2-carboxamid FC1=C(C(=CC=C1)F)N1CCN2N=C(N=C21)C(=O)N[C@@H]2C(N(C=1N(CC2)N=C(C1)C)C)=O